(1S,2S)-N-(5-(5-chloro-7-ethoxy-6-fluoro-1H-indazol-4-yl)thiazolo[5,4-b]pyridin-2-yl)-2-fluorocyclopropane-1-carboxamide ClC=1C(=C2C=NNC2=C(C1F)OCC)C1=CC=C2C(=N1)SC(=N2)NC(=O)[C@H]2[C@H](C2)F